FC(C1=CC=C(C=N1)CN1N=C(C2=CC=CC=C12)NC(=O)C=1N=NC=CC1)(F)F N-(1-((6-(trifluoromethyl)pyridin-3-yl)methyl)-1H-indazol-3-yl)pyridazine-3-carboxamide